ClC=1C=C(OC=2C=CC(=C(C2)CO)S(=O)(=O)C(F)(F)F)C=C(C1)F [5-(3-chloro-5-fluoro-phenoxy)-2-(trifluoromethylsulfonyl)phenyl]methanol